FC1=C(C=CC=C1)C1(CCCC1)C(=O)NC=1C=C(C=CC1)C1=NC=C(C=N1)COC=1C=CC(=C(C(=O)O)C1)O 5-((2-(3-(1-(2-Fluorophenyl)cyclopentane-1-carboxamido)phenyl)pyrimidin-5-yl)methoxy)-2-hydroxybenzoic acid